NC=1N=CC=C2C1SC(=C2)CNC(=O)[C@H]2N([C@H]1C[C@]1(C2)C)C(CNC(C2=CC=C(C=C2)OC2=CC=CC=C2)=O)=O (1S,3S,5S)-N-((7-aminothieno[2,3-c]pyridin-2-yl)methyl)-5-methyl-2-((4-phenoxybenzoyl)glycyl)-2-azabicyclo[3.1.0]hexane-3-carboxamide